(S)-N-(6-(1-(1-acetylpiperidin-4-yl)-1H-pyrazol-4-yl)benzo[d]thiazol-2-yl)-1-cyanopyrrolidine-3-carboxamide C(C)(=O)N1CCC(CC1)N1N=CC(=C1)C1=CC2=C(N=C(S2)NC(=O)[C@@H]2CN(CC2)C#N)C=C1